CC[C@H]1CC[C@H]2[C@@H]3CC[C@@H]4CCCC[C@]4(C)[C@H]3CC[C@]12C=O 5beta-pregnan-18-al